FC(C1=NN(C(=C1)C(F)F)CC(=O)N1CCC(CC1)C=1SC=C(N1)C1=NOC(C1)C1=C(C=CC=C1Cl)CS(=O)(=O)[O-])F 2-{3-[2-(1-{[3,5-Bis(difluoromethyl)-1H-pyrazol-1-yl]acetyl}piperidin-4-yl)-1,3-thiazol-4-yl]-4,5-dihydro-1,2-oxazol-5-yl}-3-chlorophenyl-methansulfonat